FC(C(=O)O)(F)F.C(N)(=N)N1CCC(=CC1)C1=CC=C(C(=O)NC=2SC(=CC2)C=2CCN(CC2)C(N)=N)C=C1 4-(1-carbamimidoyl-1,2,3,6-tetrahydropyridin-4-yl)-N-[5-(1-carbamimidoyl-1,2,3,6-tetrahydropyridin-4-yl)thiophen-2-yl]benzamide trifluoroacetate